C(C)(=O)C1=C(C=CC(=C1)C1=NN(C=N1)C1=NC=C(C=C1)C(F)(F)F)NC(=O)\N=C\1/SCC(N1C1=C(C=CC(=C1)N(C)C)CCC)=O (Z)-1-(2-acetyl-4-(1-(5-(trifluoromethyl)pyridin-2-yl)-1H-1,2,4-triazol-3-yl)phenyl)-3-(3-(5-(dimethylamino)-2-propylphenyl)-4-oxothiazolidin-2-ylidene)urea